O=C1N(C(C2=C3C=4C(=C(C=C13)C1=CC=C(C=C1)C(F)(F)F)C1=CC=CC=C1OC4C(=C2)C2=CC=C(C=C2)C(F)(F)F)=O)C2=CC=C(C=C2)CC(=O)OC2=CC(=C(C(=C2)C)C=O)C 4-formyl-3,5-dimethylphenyl 2-(4-(1,3-dioxo-5,11-bis(4-(trifluoromethyl)phenyl)-1H-xantheno[2,1,9-def]isoquinolin-2(3H)-yl)phenyl)acetate